1-(3-fluorophenyl)-N-(3-methoxy-4-(trifluoromethyl)benzyl)-4-phenyl-1H-imidazol-2-amine FC=1C=C(C=CC1)N1C(=NC(=C1)C1=CC=CC=C1)NCC1=CC(=C(C=C1)C(F)(F)F)OC